C1(=CC(=CC=C1)[C@H]1[C@H](CNCC1)C)C1=CC=CC=C1 |o1:6,7| (3R*,4R*)-4-([1,1'-Biphenyl]-3-yl)-3-methylpiperidine